BrC=1C=CC=C2C=CC(=NC12)C1=CC=NC=C1 8-bromo-2-(pyridin-4-yl)quinoline